(rac)-2-[5-(aminomethyl)-4-chloro-6-oxo-pyridazin-1-yl]-N-[4-methyl-3-[2-(2-pyridyl)ethylsulfamoyl]phenyl]propanamide NCC1=C(C=NN(C1=O)[C@@H](C(=O)NC1=CC(=C(C=C1)C)S(NCCC1=NC=CC=C1)(=O)=O)C)Cl |r|